ClC=1C(=C(C=CC1)C1=CC=2C=CC3=CC=CC=C3C2C=C1O)F 2-(3-chloro-2-fluorophenyl)phenanthren-3-ol